FC=1C=CC(=NC1C(F)(F)F)\C=N\[S@](=O)C(C)(C)C (R,E)-N-((5-fluoro-6-(trifluoromethyl)pyridin-2-yl)methylene)-2-methylpropane-2-sulfinamide